BrC1=C(C=C(C(=C1)N(C)CCN(C)C)[N+](=O)[O-])N 2-bromo-N4-(2-(dimethylamino)ethyl)-N4-Methyl-5-nitrobenzene-1,4-diamine